Cl.C1NCC12C[C@@H](CC2)N2CCOCC2 (R)-4-(2-azaspiro[3.4]octan-6-yl)morpholine HCl salt